ClC=1C=CC(=C(C1)C1=NN(C=C1NC(=O)C1=CN=C2N1N=CC=C2)CC(=O)N2CCC(CC2)N(C2COC2)C)OC(F)F N-[3-[5-chloro-2-(difluoromethoxy)phenyl]-1-[2-[4-[methyl(oxetan-3-yl)amino]-1-piperidyl]-2-oxo-ethyl]pyrazol-4-yl]imidazo[1,2-b]pyridazine-3-carboxamide